4-(7-chloro-6-fluoro-1-(M)-(2-isopropyl-4-methylpyridin-3-yl)-2-oxo-1,2-dihydropyrido[2,3-d]pyrimidin-4-yl)-2,5-dimethylpiperazine-1-carboxylate ClC=1C(=CC2=C(N(C(N=C2N2CC(N(CC2C)C(=O)[O-])C)=O)C=2C(=NC=CC2C)C(C)C)N1)F